DL-O-methyl-serine COC[C@H](N)C(=O)O